O[C@H]1CN(CC1)C1=NC=C(C(=O)NC2=CC=C(C=C2)OC(F)(F)Cl)C=C1C1=CN=NN1 (R)-6-(3-hydroxypyrrolidin-1-yl)-5-(1H-1,2,3-triazol-5-yl)-N-(4-(chlorodifluoromethoxy)phenyl)nicotinamide